N1C=CC(C2=CN=CC=C12)=O 1,6-naphthyridin-4(1H)-one